CC=1C=C(C=C(C1CC=1C=C2C3(C(NC2=CC1)=O)CCC3)C)N3N=C(C(NC3=O)=O)C#N 2-(3,5-dimethyl-4-((2'-oxospiro[cyclobutane-1,3'-indoline]-5'-yl)methyl)phenyl)-3,5-dioxo-2,3,4,5-tetrahydro-1,2,4-triazine-6-carbonitrile